N-(cyclopropylmethyl)-7-(difluoromethoxy)-6-[3-(pyrrolidin-1-yl)propoxy]-1H,2H,3H-cyclopenta[b]quinolin-9-amine C1(CC1)CNC1=C2C(=NC=3C=C(C(=CC13)OC(F)F)OCCCN1CCCC1)CCC2